6-bromo-5-nitro-3H-1,3-benzothiazole-2-thione BrC1=CC2=C(NC(S2)=S)C=C1[N+](=O)[O-]